FC1=C(C=CC=C1)C=1C(=CC2=C(N(C(N=C2N2[C@H](CN(CC2)C(=O)OC(C)(C)C)C)=O)C2=C(C=CC=C2)C(C)C)N1)C tert-Butyl (S)-4-(7-(2-fluorophenyl)-1-(2-isopropylphenyl)-6-methyl-2-oxo-1,2-dihydropyrido[2,3-d]pyrimidin-4-yl)-3-methylpiperazine-1-carboxylate